N-[(3S)-2,6-dioxopiperidin-3-yl]pyridine-2-carboxamide O=C1NC(CC[C@@H]1NC(=O)C1=NC=CC=C1)=O